4-(3-bromoanilino)-2'-(4-methylphenyl)-2',3'-dihydrospiro[cyclohexane-1,1'-indene]-4-carboxylic acid BrC=1C=C(NC2(CCC3(C(CC4=CC=CC=C34)C3=CC=C(C=C3)C)CC2)C(=O)O)C=CC1